ClC1=CC=C(C=C1)S(=O)(=O)C=1OC2=C(C(C1)=O)C=CC=C2 ((4-chlorophenyl)sulfonyl)-4H-benzopyran-4-one